C(C)N1N=C(C(=CC1=O)C1=CC(=C(C=C1)OC)F)C1=CC=C(C=C1)OC 2-ethyl-5-(3-fluoro-4-methoxyphenyl)-6-(4-methoxyphenyl)-3(2H)-pyridazinone